2-(2-hydroxy-4-hexyloxy)-benzene OC(C)CC(CC)OC1=CC=CC=C1